N-benzyl-2,6-dihydroxy-5'-methyl-4-pentyl-1',2',3',4'-tetrahydro-[1,1'-biphenyl]-3-sulfonamide C(C1=CC=CC=C1)NS(=O)(=O)C=1C(=C(C(=CC1CCCCC)O)C1CCCC(=C1)C)O